CC1=CC(C=C(O1)N1CCC2(CC2)CC1)=O 6-methyl-4-oxo-2-(6-azaspiro[2.5]oct-6-yl)-4H-pyran